C(C1=CC=CC=C1)OC=1C(C(=CN2N[C@@H](C\C=C/[C@@H](NC(C21)=O)C)C)C(=O)NCC2=C(C=C(C=C2F)F)F)=O (2R,6S,Z)-9-(benzyloxy)-2,6-dimethyl-8,10-dioxo-N-(2,4,6-trifluorobenzyl)-2,3,6,7,8,10-hexahydro-1H-pyrido[1,2-b][1,2,5]triazecine-11-carboxamide